OC1(CC(C1)CC(=O)N1CCC2(C(C2)CNC(=O)N2CC=3C=NC=CC3C2)CC1)C N-[[6-[2-(3-hydroxy-3-methyl-cyclobutyl)acetyl]-6-azaspiro[2.5]octan-2-yl]methyl]-1,3-dihydropyrrolo[3,4-c]pyridine-2-carboxamide